C1=CC=C2CCN(C)[C@@H]3CC4=CC=CC=C4C1=C23 R-aporphine